1-(2-(3,4-difluorophenyl)-3-((4-fluorophenyl)amino)-8,8-dimethyl-5,6-dihydroimidazo[1,2-a]pyrazin-7(8H)-yl)ethan-1-one FC=1C=C(C=CC1F)C=1N=C2N(CCN(C2(C)C)C(C)=O)C1NC1=CC=C(C=C1)F